(±)-(1S,2S,4R)-2-methyl-7-azabicyclo[2.2.1]heptane hydrochloride Cl.C[C@@H]1[C@@H]2CC[C@H](C1)N2 |r|